C(C1=CC=CC=C1)N1C(C2=CC=C(C=C2C(=C1C)C(=O)O)C1=C(C=CC=C1)C)=O 2-benzyl-3-methyl-1-oxo-6-(o-tolyl)-1,2-dihydroisoquinoline-4-carboxylic acid